di-creatine malate C(C(O)CC(=O)O)(=O)O.O=C(O)CN(C)C(N)=N.O=C(O)CN(C)C(N)=N